N1=CC=C2C=CC(CC12[2H])=O 6H-indol-6-one-7a-d